methyl 5-(N-benzyloxycarbonyl-S-methyl-sulfonimidoyl)furan-2-carboxylate C(C1=CC=CC=C1)OC(=O)N=S(=O)(C)C1=CC=C(O1)C(=O)OC